di-tert-butyl D-aspartate N[C@H](CC(=O)OC(C)(C)C)C(=O)OC(C)(C)C